NC1=C(C(=O)O)C=C(C(=C1N)C(=O)O)N 2,3,5-triaminoterephthalic acid